S(=O)(=O)(O)O.OC1=CC=C(C=C1)CC[Na] 2-(4-hydroxyphenyl)Ethyl-sodium sulfate